Benzyl (2-chlorobenzo[d]thiazol-5-yl)carbamate ClC=1SC2=C(N1)C=C(C=C2)NC(OCC2=CC=CC=C2)=O